4-[4-[3-(5-Hydroxypyridin-3-yl)-5-(trifluoromethyl)benzoyl]piperazin-1-yl]-N-[4-(2-phenylsulfanylethylamino)-3-(trifluoromethyl)phenyl]sulfonylbenzamide OC=1C=C(C=NC1)C=1C=C(C(=O)N2CCN(CC2)C2=CC=C(C(=O)NS(=O)(=O)C3=CC(=C(C=C3)NCCSC3=CC=CC=C3)C(F)(F)F)C=C2)C=C(C1)C(F)(F)F